Cl.F[C@H]1C[C@H](NC1)C#N (4S,2S)-4-fluoro-pyrrolidine-2-nitrile hydrochloride